1-(6-(4-(6-hydroxy-1-naphthalenyl)-3,7,7-trimethyl-5,6,7,8-tetrahydro-2-quinolinyl)-2,6-diazaspiro[3.4]octan-2-yl)-2-propen-1-one OC=1C=C2C=CC=C(C2=CC1)C1=C(C(=NC=2CC(CCC12)(C)C)N1CC2(CN(C2)C(C=C)=O)CC1)C